N-(5-(2-Chloro-4-(difluoromethyl)benzoyl)-5,6-dihydro-4H-pyrrolo[3,4-d]thiazol-2-yl)-4-(5-cyano-2-methoxyphenyl)-6-methyl-nicotinamide ClC1=C(C(=O)N2CC=3N=C(SC3C2)NC(C2=CN=C(C=C2C2=C(C=CC(=C2)C#N)OC)C)=O)C=CC(=C1)C(F)F